5-bromo-2-((pentafluorophenoxy)pyrimidin-4-yl)(2-chloro-5-fluoropyridin-3-yl)methanone BrC1(C=C(C(N=C1)(Cl)C1=NC(=NC=C1)OC1=C(C(=C(C(=C1F)F)F)F)F)C=O)F